BrC=1C=C2C(=CC(=NC2=CC1F)C)O 6-bromo-7-fluoro-2-methylquinolin-4-ol